1-sec-butyl-4-hydroxy-3-n-propyl-5-isopropyl-pyrazole C(C)(CC)N1N=C(C(=C1C(C)C)O)CCC